rac-7-amino-2-((1S*,2S*)-2-(4-methylpyrimidin-2-yl)cyclopropyl)quinazolin-4(3H)-one NC1=CC=C2C(NC(=NC2=C1)[C@@H]1[C@H](C1)C1=NC=CC(=N1)C)=O |r|